C12(CC3CC(CC(C1)C3)C2)NC(C=C)=O N-(1-adamantyl)acrylamide